(S)-9-(2,4-Difluorobenzyl)-4-ethyl-2-methyl-1-oxa-4,9-diazaspiro[5.5]undecan-3-on FC1=C(CN2CCC3(CN(C([C@@H](O3)C)=O)CC)CC2)C=CC(=C1)F